CC(CC(=O)OC[C@@H]1O[C@@H]([C@@H]([C@H]([C@@H]1C(C(=O)[O-])C(C)(C)C)C(C(=O)[O-])C(C)(C)C)C(C(=O)[O-])C(C)(C)C)CC(C)C)(C)C (2R,3R,4R,5S,6R)-2-(((3,3-dimethylbutyryl) oxy) methyl)-6-isobutyltetrahydro-2H-pyran-3,4,5-triyltri(3,3-dimethylbutyrate)